C(C)(C)(C)OC(=O)N1CCC2(CC1)OC1=CC=C(C=C1CC2)Br 6-bromospiro[chroman-2,4'-piperidine]-1'-carboxylic acid tert-butyl ester